ClC1=CC=C(S1)CC(=O)NN1C(C2=CC=CC=C2C(=N1)C(F)(F)F)=O 2-(5-chloro-2-thienyl)-N-[1-oxo-4-(trifluoromethyl)phthalazin-2(1H)-yl]acetamide